ClC=1N=CC2=C(N1)C(=CN2C(C)C)N2CCCCC2 2-chloro-5-isopropyl-7-(piperidin-1-yl)-5H-pyrrolo[3,2-d]pyrimidine